C(C)C=1C=2N(C=C(N1)C)N=C(C2)C=2N=C1N(C(C2)=O)C=C(C=C1)N1CCC(CC1)N1CCCC1 2-(4-ethyl-6-methylpyrazolo[1,5-a]pyrazin-2-yl)-7-[4-(pyrrolidin-1-yl)piperidin-1-yl]-4H-pyrido[1,2-a]pyrimidin-4-one